ClC1=CC2=C(C(=N1)O)C=NN2C2=C(C=CC(=C2)Cl)OC 6-chloro-1-(5-chloro-2-methoxyphenyl)-1H-pyrazolo[4,3-c]Pyridin-4-ol